C(CCCCC)(=O)N[C@H](C(=O)O)CCS(=O)C (2S)-2-hexanoylamino-4-(methylsulfinyl)butanoic acid